Gold-silicon dioxide [Si](=O)=O.[Au]